C1(=CC=CC=C1)NC(=O)C1=CC2=C(N=CN=C2C#CC2=CC=CC=C2)N1C N-phenyl-7-methyl-4-(phenylethynyl)-7H-pyrrolo[2,3-d]pyrimidine-6-carboxamide